N-(4-chloroquinazolin-7-yl)acrylamide ClC1=NC=NC2=CC(=CC=C12)NC(C=C)=O